OCC1(C(C(=O)C2=CC=CC=C2)C=CC=C1)C 2-hydroxymethyl-2-methylbenzophenone